ClC1=CC=C2C=C(NC2=C1C=1C=NNC1)C(=O)[O-] 6-CHLORO-7-PYRAZOL-4-YL-1H-INDOLE-2-CARBOXYLATE